3-(2-(difluoromethoxy)pyridin-4-yl)bicyclo[4.2.0]Octa-1(6),2,4-trien-2-amine FC(OC1=NC=CC(=C1)C1=C(C=2CCC2C=C1)N)F